(S)-3-((S)-4-ethyl-8-fluoro-4-hydroxy-3,6,14-tricarbonyl-4,6,12,14-tetrahydro-1H-pyrano[3',4':6,7]indolizino[2,1-b]quinoline-11(3H)-yl)piperidine-1-carboxylic acid tert-butyl ester C(C)(C)(C)OC(=O)N1C[C@H](CCC1)N1C2=C(C(C3=CC(=CC=C13)F)=C=O)C1=CC3=C(C(N1C2)=C=O)COC([C@]3(O)CC)=C=O